FC(C=1C=C(C=C(C1)C(F)(F)F)N1N=C(C=C1O)C)(F)F (3,5-bis(trifluoromethyl)phenyl)-3-methyl-1H-pyrazol-5-ol